COC(C(=C[O-])C(=O)OC)OC.[Na+] sodium 2-(dimethoxymethyl)-3-methoxy-3-oxoprop-1-en-1-olate